(S)-N-(1-cyclopropylethyl)-5-(imidazo[1,2-a]pyrimidin-6-yl)-4-methoxypyrrolo[2,1-f][1,2,4]triazin-2-amine C1(CC1)[C@H](C)NC1=NN2C(C(=N1)OC)=C(C=C2)C=2C=NC=1N(C2)C=CN1